ClC=1C=C(C(=O)O)C=C(C1N1C=C(C2=NC=C(C=C21)C=2C(=NOC2C)C)C=2CCOCC2)Cl 3,5-dichloro-4-(3-(3,6-dihydro-2H-pyran-4-yl)-6-(3,5-dimethylisoxazol-4-yl)-1H-pyrrolo[3,2-b]pyridin-1-yl)benzoic acid